C(C)(C)(C)OC(N[C@@H]1C[C@H]([C@@H](C1)O)NC=1SC2=C(N1)C=CC(=C2)C(N(C)C)=O)=O ((1R,3R,4R)-3-((6-(dimethylcarbamoyl)benzo[d]thiazol-2-yl)amino)-4-hydroxycyclopentyl)carbamic acid tert-butyl ester